(methacryloyloxyethyl)ammonium C(C(=C)C)(=O)OCC[NH3+]